9,10-anthraquinone-1,5-disulfonic acid C1(=CC=CC=2C(C=3C(=CC=CC3C(C12)=O)S(=O)(=O)O)=O)S(=O)(=O)O